C(C)N(S(=O)(=O)C1=CC=C(OC2=CC=C(C=C2)S(=O)(=O)N2C[C@@H](CCC2)C(=O)OCC)C=C1)CC Ethyl (R)-1-((4-(4-(N,N-diethylsulfamoyl)phenoxy)phenyl)sulfonyl)piperidine-3-carboxylate